CNCCC1=NC=CC(=C1CCNC)CCN N,N'-dimethylpyridinetriethylamine